ClC1=CC(=C(C=C1)C1=CC=C2C(=N1)SC(=N2)NC(=O)C2=CN=NC=C2C2=C(C=CC=C2)OC)C N-(5-(4-chloro-2-methylphenyl)thiazolo[5,4-b]pyridin-2-yl)-5-(2-methoxyphenyl)pyridazine-4-carboxamide